COCCO[Si](C=C)(OCCOC)OCCOC 1-[Tri(methoxyethoxy)silyl]-ethen